N1N=C(C=2C1=NC=NC2)C#N 1H-pyrazolo[3,4-d]pyrimidine-3-carbonitrile